ClC1=C(C=CC=C1F)CC(=O)NC1=CC(=C(C=C1)C=1C=NN(C1)C)S(N)(=O)=O 2-(2-chloro-3-fluorophenyl)-N-[4-(1-methyl-1H-pyrazol-4-yl)-3-sulfamoylphenyl]acetamide